3-(4-benzylpiperidin-1-yl)propionic acid C(C1=CC=CC=C1)C1CCN(CC1)CCC(=O)O